(3-(5-(4-methoxyphenyl)isoxazol-3-yl)phenyl)-4-methylbenzamide COC1=CC=C(C=C1)C1=CC(=NO1)C=1C=C(C=CC1)C1=C(C(=O)N)C=CC(=C1)C